[N+](=O)([O-])S[N] nitro-sulfenyl-nitrogen